3-(2,4-Dichloro-5-isocyanato-phenyl)-5-methyl-4H-isoxazole-5-carboxylic acid ethyl ester C(C)OC(=O)C1(CC(=NO1)C1=C(C=C(C(=C1)N=C=O)Cl)Cl)C